C1(C=CC(N1C1(C)CC(=CC=C1)N1C(C=CC1=O)=O)=O)=O 1,3-bismaleimidyltoluene